[C@@H]12C(CC[C@H]2CC1)N |r| rac-(1R,5R)-bicyclo[3.2.0]heptan-2-amine